[1-(3,5-difluoroanilino)ethyl]-6-[3-(dimethylamino)pyrrolidine-1-carbonyl]-2-morpholino-chromen-4-one FC=1C=C(NC(C)C2=C(OC3=CC=C(C=C3C2=O)C(=O)N2CC(CC2)N(C)C)N2CCOCC2)C=C(C1)F